BrC=1C=C2C3(C(NC2=CC1)=O)CC(C3)(F)F 5'-bromo-3,3-difluorospiro[cyclobutane-1,3'-dihydroindole]-2'-one